ClC=1N=NC(=CC1C(C)C)Cl 3,6-dichloro-4-(isopropyl)pyridazine